4,5-diaminopyrimidin NC1=NC=NC=C1N